ClC1=C2C(N(C(NC2=C(C=C1)S(=O)(=O)C1=CC(=C2C=CN(C2=C1)CCF)F)=O)O)=O 5-chloro-8-((4-fluoro-1-(2-fluoroethyl)-1H-indol-6-yl)sulfonyl)-3-hydroxyquinazoline-2,4(1H,3H)-dione